1-phenyl-4-hydroxy-3-(2,2,2-trifluoroethane-1-On-1-yl)-[1]benzothieno[3,2-h]quinoline C1(=CC=CC=C1)N1CC(=C(C2=CC=C3C(=C12)SC1=C3C=CC=C1)O)C(C(F)(F)F)=O